2-[3-[2-carbamoyl-5-(difluoromethoxy)benzothien-6-yl]-4-(pyrazolo[1,5-a]pyrimidine-3-carbonylamino)pyrazol-1-yl]acetic acid methyl ester COC(CN1N=C(C(=C1)NC(=O)C=1C=NN2C1N=CC=C2)C2=CC1=C(C=C(S1)C(N)=O)C=C2OC(F)F)=O